1-Bromo-(3,5-difluoro)benzene BrC1=CC(=CC(=C1)F)F